(benzo[d]thiazol-5-yl)isoxazolidine-2-carboxylic acid tert-butyl ester C(C)(C)(C)OC(=O)N1OCCC1C=1C=CC2=C(N=CS2)C1